C(C)C(CC1=CC2=C(S1)C=1SC=CC1C2)CCCC (2-ethylhexyl)-4H-cyclopenta[2,1-b:3,4-b']-dithiophene